methyl 2-(7-morpholino-5-(3-(m-tolyl)-1H-pyrazol-1-yl)-3H-imidazo[4,5-b]pyridin-3-yl)acetate O1CCN(CC1)C1=C2C(=NC(=C1)N1N=C(C=C1)C=1C=C(C=CC1)C)N(C=N2)CC(=O)OC